C(C(=O)N)(=O)OCC Ethyl oxamate